C(C)(C)(C)C=1C=CC=2N(C3=CC=C(C=C3C2C1)C(C)(C)C)C1=CC=C(C=C1)N(C1=CC=2C(C3=CC=CC=C3C2C=C1)(C)C)C1=CC=C(C=C1)N1C2=CC=C(C=C2C=2C=C(C=CC12)C(C)(C)C)C(C)(C)C N,N-bis(4-(3,6-di-tert-butyl-9H-carbazol-9-yl)phenyl)-9,9-dimethyl-9H-fluoren-2-amine